2,6-dimethoxy-3,5-pyridinediamine COC1=NC(=C(C=C1N)N)OC